3,7-Dimethyl-2,6-Octadien-1-Al CC(=CC=O)CCC=C(C)C